N-((2R,3S)-1-(3-((2-(3-chloro-1-(2-hydroxyethyl)-1H-pyrazol-4-yl)pyrimidin-4-yl)amino)-5-isopropylisoquinolin-8-yl)-2-methylazetidin-3-yl)methanesulfonamide ClC1=NN(C=C1C1=NC=CC(=N1)NC=1N=CC2=C(C=CC(=C2C1)C(C)C)N1[C@@H]([C@H](C1)NS(=O)(=O)C)C)CCO